C(C1=CC=CC=C1)N(C)C=1C(=NN2C1N=CC=C2C=2C=NNC2)C(=O)NC2=CC(=CC=C2)F (benzyl-(methyl)amino)-N-(3-fluorophenyl)-7-(1H-pyrazol-4-yl)pyrazolo[1,5-a]pyrimidine-2-carboxamide